CC=1C=C(CC=2N(C3=CC=CC=C3C2)C(=O)OCC)C=CC1 ethyl 2-(3-methylbenzyl)-1H-indole-1-carboxylate